tert-butyl 3-[5-(6-chloro-4-fluoropyridin-3-yl)-1,3,4-thiadiazol-2-yl]-3,8-diazabicyclo[3.2.1]octane-8-carboxylate ClC1=CC(=C(C=N1)C1=NN=C(S1)N1CC2CCC(C1)N2C(=O)OC(C)(C)C)F